FC1=CC=C(C=C1)C1=NC=CC(=N1)N1CCC(CC1)C(=O)NC1(CCN2CCC1CC2)C 1-(2-(4-fluorophenyl)pyrimidin-4-yl)-N-(4-methyl-1-azabicyclo[3.2.2]non-4-yl)piperidine-4-carboxamide